2-(6,6-difluorohexyl)-5,6-dimethoxy-3-methylbenzene-1,4-diol FC(CCCCCC1=C(C(=C(C(=C1C)O)OC)OC)O)F